5-[5-(3,3-Difluorocyclobutyl)-6-methoxy-pyridazin-3-yl]-1H-pyrimidine-2,4-dione FC1(CC(C1)C=1C=C(N=NC1OC)C=1C(NC(NC1)=O)=O)F